FC(C=1C=C(CN2C=CC3=CC=CC=C23)C=CC1)(F)F 1-(3-(trifluoromethyl)benzyl)-1H-indol